C(C)(C)(C)OC(=O)N1C[C@H](CC1)C(C(=O)O)C1=CC=CC=C1 ((R)-1-(tert-butoxycarbonyl)pyrrolidin-3-yl)-2-phenylacetic acid